((6-chloro-4-(cyclopropyl)pyridin-2-yl)imino)dimethyl-λ6-thiocanone ClC1=CC(=CC(=N1)N=C1S(CCCCCC1)(=O)(C)C)C1CC1